1-(2-pyridinyl)ethanone oxime N1=C(C=CC=C1)C(C)=NO